C(C)N[C@H](C(=O)O)CC1=CC=C(O)C(O)=C1 ethyl-dopa